phenyl-6,6'-dimethyl-2,2'-bipyridine C1(=CC=CC=C1)C=1C(=NC(=CC1)C)C1=NC(=CC=C1)C